CC1=NC=CC(=C1)C1=CC=2C=NC(=CC2N1)NC(=O)N1CCCC1 N-(2-(2-methylpyridin-4-yl)-1H-pyrrolo[3,2-c]pyridin-6-yl)pyrrolidine-1-carboxamide